COC(C1=C(C=C(C=C1)CCO)Br)=O 2-bromo-4-(2-hydroxyethyl)benzoic acid methyl ester